(3R,6S)-6-methyl-1-(2-(4-(1-methyl-1H-imidazol-2-yl)phenyl)acetyl)piperidine-3-carboxylic acid sodium salt [Na+].C[C@H]1CC[C@H](CN1C(CC1=CC=C(C=C1)C=1N(C=CN1)C)=O)C(=O)[O-]